2,5-diaminophenylacetic acid NC1=C(C=C(C=C1)N)CC(=O)O